1-(7-(4-Fluorobenzoyl)-3-(3-((S)-1-hydroxyethyl)-1,2,4-thiadiazol-5-yl)-8-methyl-yl-5,6,7,8-tetrahydroimidazo[1,5-a]pyrazin-1-yl)pyrrolidin-2-one FC1=CC=C(C(=O)N2C(C=3N(CC2)C(=NC3N3C(CCC3)=O)C3=NC(=NS3)[C@H](C)O)=C)C=C1